ClC=1C(=NC=C(C1)C1=CC(=CC=C1)N1CCN(CC1)C)N 3-chloro-5-(3-(4-methylpiperazin-1-yl)phenyl)pyridin-2-amine